4-carboxy-2-hydroxyphenylacetic acid C(=O)(O)C1=CC(=C(C=C1)CC(=O)O)O